Tri-potassium Citrate C(CC(O)(C(=O)[O-])CC(=O)[O-])(=O)[O-].[K+].[K+].[K+]